O=C1CC2(CN1C1=CC(=NC=C1)C(F)(F)F)C1CN(CC2C1)C(=O)OCC1=CC=CC=C1 benzyl 5'-oxo-1'-(2-(trifluoromethyl)pyridin-4-yl)-3-azaspiro[bicyclo[3.1.1]heptane-6,3'-pyrrolidine]-3-carboxylate